3-(1'-((1s,4R)-4-(hydroxymethyl)cyclohexane-1-carbonyl)-6-oxo-6,8-dihydro-2H,7H-spiro[furo[2,3-e]isoindole-3,4'-piperidin]-7-yl)piperidine-2,6-dione OCC1CCC(CC1)C(=O)N1CCC2(CC1)COC1=C3CN(C(C3=CC=C12)=O)C1C(NC(CC1)=O)=O